O=C1NC(CCC1C=1C=C(C=CC1F)N1CCN(CC1)C(=O)OC(C)(C)C)=O tert-Butyl 4-(3-(2,6-dioxopiperidin-3-yl)-4-fluorophenyl)piperazine-1-carboxylate